[Na+].C(C1=CC=C(C(=O)[NH-])C=C1)(=O)[NH-].[Na+] terephthalamide sodium salt